(E)-5-(methoxy-d3)-1-(4-(trifluoromethyl)phenyl)-1-pentanone oxime C(OCCCC\C(=N/O)\C1=CC=C(C=C1)C(F)(F)F)([2H])([2H])[2H]